OCC1=CC(=C(C=C1)NC(=O)[C@H](C)NC(OC(C)(C)C)=O)C tert-butyl N-[(1S)-1-{[4-(hydroxymethyl)-2-methylphenyl]carbamoyl}ethyl]carbamate